FC1=C(C(=CC=C1)OC)C1=CC(=NC=C1C(=O)NC=1SC(=NN1)OCC1CCC(CC1)O)C 4-(2-fluoro-6-methoxyphenyl)-N-(5-(((1r,4r)-4-hydroxycyclohexyl)methoxy)-1,3,4-thiadiazol-2-yl)-6-methylnicotinamide